C(=C)C=1C=C(C=CC1)CCC1=CC=C(C=C1)CCC1=CC(=CC=C1)C=C 1,4-bis(m-vinylphenylethyl)benzene